6-Hydroxy-6-methylcyclohexa-2,4-dien OC1(C=CC=CC1)C